NCCNC(=O)C1=CC(=C(C(=O)OC)C=C1)C#CCN methyl 4-((2-aminoethyl)carbamoyl)-2-(3-aminoprop-1-yn-1-yl)benzoate